N-(4-{1-[(4-methyl-1,3-thiazol-5-yl)carbonyl]piperidin-4-yl}butyl)-1H-pyrrolo[3,2-c]pyridine-2-carboxamide CC=1N=CSC1C(=O)N1CCC(CC1)CCCCNC(=O)C1=CC=2C=NC=CC2N1